The molecule is a beta-D-glucosiduronic acid that is the 7-O-glucuronide of (2R)-eriodictyol. Isolated from the flowers of Chrysanthemum indicum, it exhibits inhibitory activity for rat lens aldose reductase. It has a role as a metabolite and an EC 1.1.1.21 (aldehyde reductase) inhibitor. It is a beta-D-glucosiduronic acid and a 3'-hydroxyflavonoid. C1[C@@H](OC2=CC(=CC(=C2C1=O)O)O[C@H]3[C@@H]([C@H]([C@@H]([C@H](O3)C(=O)O)O)O)O)C4=CC(=C(C=C4)O)O